di-tert-pentylphenyl (methacrylate) C(C(=C)C)(=O)OC1=C(C(=CC=C1)C(C)(C)CC)C(C)(C)CC